FC1=C(N=CC2=C1N=C(N=C2N2CC1(CNS(N1)(=O)=O)CCC2)OCC21CCCN1CCC2)C2=C1C=NNC1=CC1=C2C(=CC=C1)C 7-(8-fluoro-7-(5-methyl-1H-benzo[f]indazol-4-yl)-2-((tetrahydro-1H-pyrrolizin-7a(5H)-yl)methoxy)pyrido[4,3-d]pyrimidin-4-yl)-2-thia-1,3,7-triazaspiro[4.5]decane 2,2-dioxide